COC(=O)[C@H]1N[C@H](CC1)C1=CC=CC=C1 (2s,5r)-5-phenylpyrrolidine-2-carboxylic acid methyl ester